(p-sulfonatophenyl)diphenylphosphine S(=O)(=O)([O-])C1=CC=C(C=C1)P(C1=CC=CC=C1)C1=CC=CC=C1